COCCOC=1C=C(C#N)C=CC1OCCOC 3,4-di-(2-methoxyethoxy)benzonitrile